C(C)(C)(C)OC(=O)N1C2CC(CC1CC2)CN2CC1=CC(=CC(=C1C[C@@H]2CC)F)C(=O)OC methyl (3S)-2-[(8-tert-butoxycarbonyl-8-azabicyclo[3.2.1]octan-3-yl)methyl]-3-ethyl-5-fluoro-3,4-dihydro-1H-isoquinoline-7-carboxylate